C(C)(C)(C)OC(=O)NC1(COC1)C1=CC=C(C=N1)B(O)O (6-(3-((tert-butoxycarbonyl)amino)oxetan-3-yl)pyridin-3-yl)boronic acid